NC=1SC2=C(N1)C(=CC=C2)C2=C(C=C1C(=NC(=NC1=C2F)N2CC(C2)N2CC(C2)O)N2CCNCC2)Cl 1-[1-[7-(2-amino-1,3-benzothiazol-4-yl)-6-chloro-8-fluoro-4-piperazin-1-yl-quinazolin-2-yl]azetidin-3-yl]azetidin-3-ol